C(C)OC(CCCCCCN1[C@H](CCC1=O)/C=C/[C@H](C(C1=CC=CC=C1)(F)F)OC(CC=1C=C(C(=O)O)C=C(C1)CC(O[C@@H](C(F)(F)C1=CC=CC=C1)\C=C\[C@@H]1N(C(CC1)=O)CCCCCCC(OCC)=O)=O)=O)=O 3,5-bis(2-(((R,E)-4-((R)-1-(7-ethoxy-7-oxoheptyl)-5-oxopyrrolidin-2-yl)-1,1-difluoro-1-phenylbut-3-en-2-yl)oxy)-2-oxoethyl)benzoic acid